(1S,2S)-N-[3-(2-cyclopropoxy-6-fluorophenyl)-1H-pyrrolo[2,3-b]pyridin-6-yl]-2-fluorocyclopropane-1-carboxamide C1(CC1)OC1=C(C(=CC=C1)F)C1=CNC2=NC(=CC=C21)NC(=O)[C@H]2[C@H](C2)F